6-methyl-2-(3-(trifluoromethyl)piperidin-1-yl)pyrimidine-4-carboxamide CC1=CC(=NC(=N1)N1CC(CCC1)C(F)(F)F)C(=O)N